ClC=1N=C2C(=NC1)OC(=C2)C2(CCC2)C 2-chloro-6-(1-methylcyclobutyl)furo[2,3-b]pyrazine